CN(C1(CCC2(CN(C(N2)=O)C=2C=NC(=NC2)NC(C2=CC=CC=C2)=O)CC1)C1=CC=CC=C1)C N-[5-(8-dimethylamino-2-oxo-8-phenyl-1,3-diazaspiro[4.5]decan-3-yl)-pyrimidin-2-yl]-benzamide